C(C)OC(CC(C1=CC(=C(C=C1)C)CNC)C1=C(C2=C(N(N=N2)CCCOCC2=CC=C(C(=O)O)C=C2)C=C1)C)=O 4-((3-(5-(3-ethoxy-1-(4-methyl-3-((methylamino)methyl)phenyl)-3-oxopropyl)-4-methyl-1H-benzo[d][1,2,3]triazol-1-yl)propoxy)methyl)benzoic acid